C(CC=C)OC1=NC(=NN2C1=NC=C2)C=2C=C(C=NC2OC)[C@@H](C)N(C(=O)N[C@H](CC=C)CCC(F)(F)F)CC 1-((R)-1-(5-(4-(but-3-en-1-yloxy)imidazo[2,1-f][1,2,4]triazin-2-yl)-6-methoxypyridin-3-yl)ethyl)-1-ethyl-3-((S)-7,7,7-trifluorohept-1-en-4-yl)urea